2-((S)-1-(4-cyano-5,5-difluoro-3-((S)-2-methylazetidin-1-yl)-6,7-dihydro-5H-cyclopenta[c]pyridin-1-yl)pyrrolidin-3-yl)acetic acid C(#N)C=1C2=C(C(=NC1N1[C@H](CC1)C)N1C[C@@H](CC1)CC(=O)O)CCC2(F)F